4-(5-(5-chloro-2-((3-methoxy-4-(4-methylpiperazin-1-yl)phenyl)amino)pyrimidin-4-yl)thiazol-2-yl)cyclohexane ClC=1C(=NC(=NC1)NC1=CC(=C(C=C1)N1CCN(CC1)C)OC)C1=CN=C(S1)C1CCCCC1